Br[Si]1(C[Si](CCC1)(CCC)CCC)CCC 1-bromo-1,3,3-tripropyl-1,3-disilacyclohexane